5-[1-(2-hydroxy-3-methylbutyl)-1H-pyrazol-4-yl]-6-quinolin-7-ylpyridine-2-carbonitrile OC(CN1N=CC(=C1)C=1C=CC(=NC1C1=CC=C2C=CC=NC2=C1)C#N)C(C)C